ClC=1N(C(=C(N1)C1=CC=C(C=C1)Cl)C1=CC(=NC=C1)C(F)F)CC(=O)N1CCC2(CN(C2)C(=O)OC(C)(C)C)CC1 Tert-butyl 7-{2-[2-chloro-4-(4-chlorophenyl)-5-[2-(difluoromethyl) pyridin-4-yl]-1H-imidazol-1-yl]Acetyl}-2,7-diazaspiro[3.5]Nonane-2-carboxylate